1,4,7,10-tetrakis(2-hydroxypropyl)-1,4,7,10-Tetraazacyclododecane OC(CN1CCN(CCN(CCN(CC1)CC(C)O)CC(C)O)CC(C)O)C